N[C@H]1CC=CC[C@@H]1C1=C(C2=NC(=CC(=C2S1)NCC=1SC=CC1)Cl)C#CC=1C(=NC=CC1)OC 2-((1s,6s)-6-aminocyclohex-3-en-1-yl)-5-chloro-3-((2-methoxypyridin-3-yl)ethynyl)-N-(thiophen-2-ylmethyl)thieno[3,2-b]pyridin-7-amine